CN(C)C=1C=C(C(=O)O)C=CC1 3-(N,N-dimethylamino)benzoic acid